5-(2-aminopyrimidin-4-yl)-7-(3,3-dimethylbut-1-yn-1-yl)-1H-indazol-3-amine NC1=NC=CC(=N1)C=1C=C2C(=NNC2=C(C1)C#CC(C)(C)C)N